C(CCCCCCCCCCC)SSCCOC(CCN(CCC(=O)OCCSSCCCCCCCCCCCC)CCN(CCNCCC(OCCSSCCCCCCCCCCCC)=O)C)=O bis(2-(dodecyldisulfanyl)ethyl)3,3'-((3-methyl-9-oxo-10-oxa-13,14-dithia-3,6-diazahexacosyl) azanediyl)dipropionate